ClC=1C=CC(=C(C1)C1=CC(=NC=C1C(=O)NC=1SC(=NN1)OCC1=CC=C(C=C1)SC)C)OC 4-(5-chloro-2-methoxyphenyl)-6-methyl-N-(5-((4-(methylthio)benzyl)oxy)-1,3,4-thiadiazol-2-yl)nicotinamide